triisopropyl-(naphtho[1,2-b]benzofuran-7-yloxy)silane C(C)(C)[Si](OC1=CC=CC2=C1C1=C(O2)C=2C=CC=CC2C=C1)(C(C)C)C(C)C